NC1=C(C=C(C=C1)Br)NC12CN(CC(CC1)CC2)CCOC2=C(C=NN2C)C2=NC(=CC(=C2)C(=O)OC)C methyl 2-[5-(2-{1-[(2-amino-5-bromophenyl) amino]-3-azabicyclo[3.2.2]nonan-3-yl} ethoxy)-1-methylpyrazol-4-yl]-6-methylpyridine-4-carboxylate